2,2-difluoro-propan-1-ol-hydrochloride Cl.FC(CO)(C)F